CC1=C2C(=CNC2=CC=C1)C1=C(CC2=CC3=C(OCO3)C=C12)C=O 7-(4-methyl-1H-indol-3-yl)-5H-indeno[5,6-d][1,3]dioxole-6-carbaldehyde